C(C1=CC=CC=C1)OCC1CCN(CC1)C=1C=CC(=NC1)C(=O)NC1C(NC(CC1)=O)=O 5-{4-[(benzyloxy)methyl]Piperidin-1-yl}-N-(2,6-dioxopiperidin-3-yl)pyridine-2-carboxamide